3-glycidylpropyl-trimethoxysilane C(C1CO1)CCC[Si](OC)(OC)OC